7-benzyl-3-(4-methoxybenzyl)-2,3,6,7,8,9-hexahydroimidazo[1,2-a]pyrido[3,4-e]pyrimidin-5(1H)-one C(C1=CC=CC=C1)N1CC=2C(N=C3N(C2CC1)CCN3CC3=CC=C(C=C3)OC)=O